FC(C=1OC(=NN1)C1=CC(=CC(=C1)C=1N(C=CN1)CC1=CC(=CC=C1)F)F)F 2-(difluoromethyl)-5-(3-fluoro-5-{1-[(3-fluorophenyl)methyl]-1H-imidazol-2-yl}phenyl)-1,3,4-oxadiazole